C(C)N1C2=NC(=NC(=C2N=C1C1=CC=NC=C1)N1CCOCC1)NN 4-(9-ethyl-2-hydrazino-8-(pyridin-4-yl)-9H-purin-6-yl)morpholine